(R)-6-(2-benzyl-4,4-dimethyl-azepan-1-yl)-4-morpholinopyridin-2(1H)-one C(C1=CC=CC=C1)[C@@H]1N(CCCC(C1)(C)C)C1=CC(=CC(N1)=O)N1CCOCC1